5-(tert-butyl)-2-(quinolin-2-yl)phenol C(C)(C)(C)C=1C=CC(=C(C1)O)C1=NC2=CC=CC=C2C=C1